NC1CCN(CC1)C(=O)C=1C2=C(N(N1)CC(=O)N1CCC(CC1)(F)C1=C(C(=CC=C1)C)C)C[C@@H]1[C@H]2C1 2-((3bR,4aR)-3-(4-aminopiperidine-1-carbonyl)-3b,4,4a,5-tetrahydro-1H-cyclopropa[3,4]cyclopenta[1,2-c]pyrazol-1-yl)-1-(4-(2,3-dimethylphenyl)-4-fluoropiperidin-1-yl)ethanone